(5R)-3-((2-((S)-amino(4,4-difluorocyclohexyl)methyl)imidazo[1,2-b]pyridazin-6-yl)methyl)-5-(trifluoromethyl)piperidin-2-one N[C@H](C=1N=C2N(N=C(C=C2)CC2C(NC[C@@H](C2)C(F)(F)F)=O)C1)C1CCC(CC1)(F)F